CC1=NN=C(O1)CCC=1C=C2C(=NC=NC2=CC1)N1CC2(C1)CCN(CC2)CC2CCC(CC2)NS(=O)(=O)CC N-((1R,4R)-4-((2-(6-(2-(5-methyl-1,3,4-oxadiazol-2-yl)ethyl)quinazolin-4-yl)-2,7-diazaspiro[3.5]nonan-7-yl)methyl)cyclohexyl)ethanesulfonamide